tert-butyl 7-oxo-5-azaspiro[2.4]heptane-5-carboxylate O=C1CN(CC12CC2)C(=O)OC(C)(C)C